ClC1=C(C=NNC1=O)N1C[C@@H](CC1)OC1=NC=CC(=C1)C=1C(=NN(C1C)C1(COC1)CC#N)C (R)-2-(3-(4-(2-((1-(5-chloro-6-oxo-1,6-dihydropyridazin-4-yl)pyrrolidin-3-yl)oxy)pyridin-4-yl)-3,5-dimethyl-1H-pyrazol-1-yl)oxetan-3-yl)acetonitrile